C(C)N1C(C2=C3C(C(=CC=C13)NS(=O)(=O)C1=CC3=CC=CC=C3C=C1)=CC=C2)=O N-(1-ethyl-2-oxo-1,2-dihydrobenzo[cd]indol-6-yl)naphthalene-2-sulfonamide